2,2,2-trifluoro-1-(2-(2-((1-((1-methyl-1H-imidazol-4-yl)sulfonyl)piperidin-4-yl)amino)-5-(trifluoromethyl)pyrimidin-4-yl)thiazol-5-yl)ethan-1-ol FC(C(O)C1=CN=C(S1)C1=NC(=NC=C1C(F)(F)F)NC1CCN(CC1)S(=O)(=O)C=1N=CN(C1)C)(F)F